O=C1[C@@]2([C@H](C(N1C1=CC=C(C=C1)C)=O)CN[C@@H]2C2=CC=CC=C2)C2=CC=CC=C2 (1R,3R,3aS,6aS)-4,6-dioxo-3,3a-diphenyl-5-(p-methylphenyl)octahydropyrrolo[3,4-c]pyrrole